5-(difluoromethoxy)-2-methylaniline FC(OC=1C=CC(=C(N)C1)C)F